C1=CC=CC=2C3=CC=CC=C3C(C12)COC(N(C=1C=NC(=CC1)C1=C(C(=C(C=C1)O)F)F)CCC(=O)N)=O N-(3-amino-3-keto-propyl)-N-[6-(2,3-difluoro-4-hydroxy-phenyl)-3-pyridyl]carbamic acid 9H-fluoren-9-ylmethyl ester